ClC=1C=C(C(=NC1)OC1CCC2(CNC2)CC1)C 7-((5-Chloro-3-methylpyridin-2-yl)oxy)-2-azaspiro[3.5]nonan